OC[C@H]1N(CC1)C1=CC=C2C3(CC=4C(=NOC4C2=C1)NS(=O)(=O)C1=C(C=CC=C1OC)OC)CC3 (S)-N-(8'-(2-(hydroxymethyl)azetidin-1-yl)-4'H-spiro[cyclopropane-1,5'-naphtho[2,1-d]isoxazol]-3'-yl)-2,6-dimethoxybenzenesulfonamide